C[Si]([Si](Cl)(Cl)Cl)(C)C trimethyl-trichlorodisilane